CC1(OB(OC1(C)C)C=1C=C2CCC(NC2=CC1)=O)C 6-(4,4,5,5-tetramethyl-1,3,2-dioxaborolan-2-yl)-1,2,3,4-tetrahydro-2-quinolinone